ClC=1C=C(C=CC1)NC=1C=C(C=NC1)C1=CC2=C(NC(O2)=O)C=C1 6-(5-((3-chlorophenyl)amino)pyridin-3-yl)benzo[d]oxazol-2(3H)-one